3,4,6-trimethyl-catechol CC1=C(C(O)=C(C=C1C)C)O